N-(2-(3-fluoropropoxy)pyrimidin-5-yl)-5,6-dihydrobenzo[f]imidazo[1,5-d][1,4]oxazepine-10-carboxamide FCCCOC1=NC=C(C=N1)NC(=O)C=1C=CC2=C(C=3N(CCO2)C=NC3)C1